O1[C@H](COCC1)CN1N=C2C3=C(CCC2=C1)OC(=C3C(F)(F)F)C(=O)NCC=3N=COC3 2-[(2S)-1,4-dioxan-2-ylmethyl]-N-(1,3-oxazol-4-ylmethyl)-8-(trifluoromethyl)-4,5-dihydro-2H-furo[2,3-g]indazole-7-carboxamide